C1CCCC=2C3=CC(=CC=C3NC12)C(=O)N 2,3,4,9-tetrahydro-1H-carbazole-6-carboxamide